(2,6-dioxopiperidin-3-yl)-3-fluoro-4-(piperazin-1-yl)benzamide O=C1NC(CCC1C1=C(C(=O)N)C=CC(=C1F)N1CCNCC1)=O